CCCCC(O)S 4-methyl-sulfanylbutan-1-ol